FC1=C(C=CC(=C1F)B1OC(C(O1)(C)C)(C)C)N1C[C@H](OCC1)C(C)C (R)-4-(2,3-difluoro-4-(4,4,5,5-tetramethyl-1,3,2-dioxaborolan-2-yl)phenyl)-2-isopropylmorpholine